NC1=C(C2=C(N=C(N=C2)C)N1C=1SC=C(C1C)O)C(=O)N 6-amino-7-(4-hydroxy-3-methylthiophen-2-yl)-2-methyl-7H-pyrrolo[2,3-d]pyrimidine-5-carboxamide